COC(=O)C1=NC=CC=C1C(=O)O 2-(methoxycarbonyl)pyridine-3-carboxylic acid